C1(=CC=CC=C1)C(=C1CCN(CC1)C1=C(C=C(C(=O)N)C=C1)NC(=O)NC1=CC=CC=C1)C1=CC=CC=C1 4-[4-(diphenylmethylene)-1-piperidinyl]-3-[[(phenylamino)carbonyl]amino]-benzamide